4-(4-(tert-Butyl)phenyl-2,5,5,7,7-pentamethyl-1,5,6,7-tetrahydro-s-indacenyl)dimethyl-(2,3,4,5-tetramethylcyclopentadienyl)silane C(C)(C)(C)C1=CC=C(C=C1)C1(C(=CC2=CC=3C(CC(C3C=C12)(C)C)(C)C)C)C1(C(C(=C=C1C)C)(C)[SiH](C)C)C